The molecule is a lysophosphatidylcholine 14:0 in which the acyl group specified is myristoyl. The major species at pH 7.3. It is a lysophosphatidylcholine 14:0, a 1-O-acyl-sn-glycero-3-phosphocholine and a tetradecanoate ester. CCCCCCCCCCCCCC(=O)OC[C@H](COP(=O)([O-])OCC[N+](C)(C)C)O